(S)-5-(3-isopropoxyphenyl)-5,8,8-trimethyl-3-(trifluoromethyl)-5,8,9,10-tetrahydrobenzo[b][1,8]naphthyridin-6(7H)-one C(C)(C)OC=1C=C(C=CC1)[C@@]1(C2=C(NC=3N=CC(=CC13)C(F)(F)F)CC(CC2=O)(C)C)C